OC1=CC=C(C=C1)C(C(C1=CC=C(C=C1)O)C1=CC=C(C=C1)O)C1=CC=C(C=C1)O 1,1,2,2-tetrakis(4-hydroxylphenyl)ethane